5-{6-[2-(2-Cyano-3-fluoro-indol-1-yl)-ethylamino]-pyrimidin-4-yl}-3-ethoxy-thiophen C(#N)C=1N(C2=CC=CC=C2C1F)CCNC1=CC(=NC=N1)C1=CC(=CS1)OCC